N-[(5-chlorothiophen-2-yl)methyl]-3-{1-[(1-methylazetidin-3-yl)methyl]piperidin-4-yl}-1H-pyrazol-5-amine ClC1=CC=C(S1)CNC1=CC(=NN1)C1CCN(CC1)CC1CN(C1)C